Br.Br.N(N)C=1SC=C(N1)C(=O)OCC ethyl 2-hydrazinyl-1,3-thiazole-4-carboxylate dihydrobromide